C1(=CC=CC=C1)N1CSCC1 3-phenyl-thiazolidine